N-(5-cyclopropyl-2-morpholinothiazolo[4,5-b]pyridin-6-yl)-6-(1-(2-hydroxypropyl)-1H-pyrazol-4-yl)picolinamide C1(CC1)C1=C(C=C2C(=N1)N=C(S2)N2CCOCC2)NC(C2=NC(=CC=C2)C=2C=NN(C2)CC(C)O)=O